4-fluoro-tetrahydro-2H-pyridine FC1CCNCC1